5-methyl-1H-pyrazole-3-carboxylate CC1=CC(=NN1)C(=O)[O-]